[Cl-].[Cl-].C1=CC=CC=2C3=CC=CC=C3C(C12)C1=C(O[Ti+2])C(=CC(=C1)C(C)(C)C)C(C1=CC=CC=C1)(C1=CC=CC=C1)C1=CC=CC=C1 2-(9-fluorenyl)-4-tertiary butyl-6-tritylphenoxytitanium dichloride